N-(4-{[6,7-bis(methyloxy)quinolin-4-yl]oxy}phenyl)-N'-(4-fluorophenyl)cyclopropane-1,1-dicarboxamide, malate salt C(C(O)CC(=O)O)(=O)O.COC=1C=C2C(=CC=NC2=CC1OC)OC1=CC=C(C=C1)NC(=O)C1(CC1)C(=O)NC1=CC=C(C=C1)F